12-[(2S)-but-2-yl]-12-azatricyclo[6.3.1.02,7]dodeca-2,4,6-triene hydrochloride Cl.C[C@@H](CC)N1C2C3=CC=CC=C3C1CCC2